N[C@H]1[C@H](OCC12CCN(CC2)C=2C(=NC(=C(N2)C)C2=C(C(=CC=C2)Cl)Cl)CO)C (3-((3R,4R)-4-amino-3-methyl-2-oxa-8-azaspiro[4.5]decan-8-yl)-6-(2,3-dichlorophenyl)-5-methylpyrazin-2-yl)methanol